[1,3]dioxolo[4,5-c]pyridine O1COC=2C=NC=CC21